tert-Butyl 1-amino-3,6,9,12-tetraoxapentadecane-15-oate NCCOCCOCCOCCOCCC(=O)OC(C)(C)C